CN1C=NC(=C1)C1=CC2=NC=CC=C2S1 2-(1-methyl-1H-imidazol-4-yl)thieno[3,2-b]pyridin